FC(C=1C=C(CN2C=C(C3=CC=CC=C23)C(=C(C(=O)[O-])C#N)Cl)C=C(C1)C(F)(F)F)(F)F 3-(1-(3,5-bis(trifluoromethyl) benzyl)-1H-indol-3-yl)-3-chloro-2-cyanoacrylate